C(C)(C)(C)OC(=O)N1[C@@H](CCC1)COCC(C(=O)OC(C)(C)C)F (2S)-2-((3-(tert-butoxy)-2-fluoro-3-oxopropoxy)methyl)pyrrolidine-1-carboxylic acid tert-butyl ester